ClC1=NC(=C2N=CN(C2=N1)C)NC=1C(=NN(C1)CCOCCOCCOCCOCCOCCOC(C)O)OC [2-[2-[2-[2-[2-[2-[4-[(2-chloro-9-methyl-purin-6-yl)amino]-3-methoxy-pyrazol-1-yl]ethoxy]ethoxy]ethoxy]ethoxy]ethoxy]ethoxy]ethanol